FC=1C(=C(C(=O)NC)C=CC1)NS(=O)(C1=C(C=C(C=C1)N)C1=CC=C2C(=NNC2=C1)\C=C\C=1C=NN(C1)CCCN1CCCC1)=O 3-fluoro-N-methyl-2-[[3-[(E)-2-[1-(3-pyrrolidin-1-ylpropyl)pyrazole-4-yl]vinyl]-1H-indazol-6-yl]sulfanilamido]benzamide